COC(=O)C=1OC2=C(C1)C=C(C=C2)SC 5-(methylthio)benzofuran-2-carboxylic acid methyl ester